6-cyano-2-fluoro-3-methoxy-benzylamide C(#N)C1=CC=C(C(=C1C[NH-])F)OC